2-oxazolidinone sodium salt [Na].O1C(NCC1)=O